COC1=C2CCCC2=C(C=C1CC(C)N)OC 1-(4,7-dimethoxy-2,3-dihydro-1H-inden-5-yl)propan-2-amine